CC(C(=O)OC(CN1CCC(CC1)NC1=C2C=C(N(C2=CC=C1)CC(F)(F)F)C#CCNC1=C(C=C(C=C1)S(=O)(=O)C)OC)C)C [2-[4-[[2-[3-(2-methoxy-4-methylsulfonyl-anilino)prop-1-ynyl]-1-(2,2,2-trifluoroethyl)indol-4-yl]amino]-1-piperidyl]-1-methyl-ethyl] 2-methylpropanoate